Cl.N1(N=NN=C1)C[C@H](C)OC1=C(C#N)C=CC(=C1)C=1C=NC(=NC1)NC=1C(=NN(C1)C1CCC(CC1)N1CCOCC1)OCCCOC 2-(((S)-1-(1H-tetrazol-1-yl)propan-2-yl)oxy)-4-(2-((3-(3-methoxypropoxy)-1-((1r,4r)-4-morpholinocyclohexyl)-1H-pyrazol-4-yl)amino)pyrimidin-5-yl)benzonitrile hydrochloride